ClC1=C(C(=O)N2CCC(CC2)C(=O)N[C@@H]2CNCC2)C=CC(=C1)NC(=O)C=1N(C(=CN1)C1=C(C(=C(C=C1)OC)F)F)C 1-[2-chloro-4-[[5-(2,3-difluoro-4-methoxy-phenyl)-1-methyl-imidazole-2-carbonyl]amino]benzoyl]-N-[(3S)-pyrrolidin-3-yl]piperidine-4-carboxamide